cis-N1-(5-(1,8-naphthyridin-3-yl)pyrrolo[2,1-f][1,2,4]triazin-2-yl)cyclohexane-1,4-diamine N1=CC(=CC2=CC=CN=C12)C=1C=CN2N=C(N=CC21)N[C@@H]2CC[C@@H](CC2)N